BrC1=CC=C2C=NN=C(C2=C1)Cl 7-bromo-1-chlorophthalazine